3-(2-chlorophenyl)-3-methoxypropionic acid ClC1=C(C=CC=C1)C(CC(=O)O)OC